6-(trans-4-(((3-(1-Cyclopropyl-1H-pyrazol-4-yl)phenyl)amino)methyl)cyclohexyl)-3-methoxypicolinonitrile C1(CC1)N1N=CC(=C1)C=1C=C(C=CC1)NC[C@@H]1CC[C@H](CC1)C1=CC=C(C(=N1)C#N)OC